1-(3,4-dihydroxyphenyl)-2-((5-(4-ethylphenyl)-4H-1,2,4-triazol-3-yl)thio)ethan-1-one OC=1C=C(C=CC1O)C(CSC1=NN=C(N1)C1=CC=C(C=C1)CC)=O